1-[[2-(difluoro-methoxy)pyridin-4-yl]methyl]-3-(2-hydroxy-3,3-dimethylbutyl)urea FC(OC1=NC=CC(=C1)CNC(=O)NCC(C(C)(C)C)O)F